CC1N(C1)P(OCC)(OCC)=O diethyl (2-methylaziridin-1-yl)phosphonate